2-(6-oxo-5-(trifluoromethyl)-1,6-dihydropyridin-3-yl)ethyl (R)-2-(cyanomethyl)-4-(5-(Trifluoromethyl)pyrimidin-2-yl)piperazine-1-carboxylate C(#N)C[C@H]1N(CCN(C1)C1=NC=C(C=N1)C(F)(F)F)C(=O)OCCC1=CNC(C(=C1)C(F)(F)F)=O